N-[4-[(6,7-Dimethoxy-1,5-naphthyridin-4-yl)oxy]-2,5-difluorophenyl]-4-hydroxy-2,6-dimethyl-5-prop-1-en-2-ylpyridine-3-carboxamide COC=1N=C2C(=CC=NC2=CC1OC)OC1=CC(=C(C=C1F)NC(=O)C=1C(=NC(=C(C1O)C(=C)C)C)C)F